N-(4-((2-(7-aminoheptanoyl)-1,2,3,4-tetrahydroisoquinolin-6-yl)carbamoyl)benzyl)-N-cyclopropyl-3-oxo-3,4-dihydro-2H-benzo[b][1,4]oxazine-7-carboxamide 2,2,2-trifluoroacetate FC(C(=O)O)(F)F.NCCCCCCC(=O)N1CC2=CC=C(C=C2CC1)NC(=O)C1=CC=C(CN(C(=O)C=2C=CC3=C(OCC(N3)=O)C2)C2CC2)C=C1